(S)-tert-butyl 2-(2-(3-fluoropyrrolidin-1-yl)-4-phenylpyridin-3-yl)-3,4,6,7-tetrahydro-5H-imidazo[4,5-c]pyridine-5-carboxylate F[C@@H]1CN(CC1)C1=NC=CC(=C1C1=NC2=C(CN(CC2)C(=O)OC(C)(C)C)N1)C1=CC=CC=C1